(S)-3-(1,4-dimethyl-1H-benzo[d][1,2,3]triazol-5-yl)-3-(3-(((R)-2-ethyl-2,3-dihydropyrido[4,3-f][1,4]oxazepin-4(5H)-yl)methyl)-4-fluorophenyl)propanoic acid CN1N=NC2=C1C=CC(=C2C)[C@@H](CC(=O)O)C2=CC(=C(C=C2)F)CN2C[C@H](OC1=C(C2)C=CN=C1)CC